N-(4-((4-(4-cyano-6-methylpyrimidin-2-yl)piperazin-1-yl)sulfonyl)phenyl)-3-(N-methylmethylsulfonamido)pyridazine-4-carboxamide C(#N)C1=NC(=NC(=C1)C)N1CCN(CC1)S(=O)(=O)C1=CC=C(C=C1)NC(=O)C1=C(N=NC=C1)N(S(=O)(=O)C)C